2-(benzofuran-6-yl)-3,5,7-trihydroxy-benzopyran-4-one O1C=CC2=C1C=C(C=C2)C=2OC1=C(C(C2O)=O)C(=CC(=C1)O)O